((1s,3s)-3-Hydroxy-3-methylcyclobutyl)(7-phenyl-2-azaspiro[3.5]nonan-2-yl)methanon OC1(CC(C1)C(=O)N1CC2(C1)CCC(CC2)C2=CC=CC=C2)C